5-chloro-3-((3,5-dichloro-phenylimino)meth-yl)-2-hydroxyphenyl 4-methylbenzoate CC1=CC=C(C(=O)OC2=C(C(=CC(=C2)Cl)C=NC2=CC(=CC(=C2)Cl)Cl)O)C=C1